(S)-N-(2-chloro-3-(3-chloro-2-(4-formyl-3-methoxyphenyl)pyridin-4-yl)phenyl)-1-methyl-5-((5-oxopyrrolidin-2-yl)methyl)-4,5,6,7-tetrahydro-1H-imidazo[4,5-c]pyridine-2-carboxamide ClC1=C(C=CC=C1C1=C(C(=NC=C1)C1=CC(=C(C=C1)C=O)OC)Cl)NC(=O)C=1N(C2=C(CN(CC2)C[C@H]2NC(CC2)=O)N1)C